tert-Butyl (4-((2-((8-carbamoylbenzo[c][2,6]naphthyridin-5-yl)amino)ethyl)amino)butyl)(3-chloro-4-(pyridin-3-yl)benzyl)carbamate C(N)(=O)C=1C=CC2=C(N=C(C3=CC=NC=C23)NCCNCCCCN(C(OC(C)(C)C)=O)CC2=CC(=C(C=C2)C=2C=NC=CC2)Cl)C1